ClC=1C=C2N=CC(=NC2=CC1)OC1=CC=C(O[C@@H](C(=O)OCCON=C(C)C)C)C=C1 2-isopropylideneaminooxyethyl (R)-2-[4-(6-chloroquinoxalin-2-yloxy)phenoxy]propionate